6-bromo-8-(4-fluorophenyl)imidazo[1,2-a]pyrazine BrC=1N=C(C=2N(C1)C=CN2)C2=CC=C(C=C2)F